NC1=C(C2=C(N=C(N=C2)C)N1C1=C(C(=CC=C1C)OC)C)C#N 6-Amino-7-(3-methoxy-2,6-dimethylphenyl)-2-methyl-7H-pyrrolo[2,3-d]-pyrimidine-5-carbonitrile